(R)-6-[1-(2-fluoro-6-methyl-phenyl)-piperidin-4-yl]-7-methyl-4-(2-trifluoromethyl-benzyl)-2,4,6,7-tetrahydro-pyrazolo[4,3-d]pyrimidin-5-one FC1=C(C(=CC=C1)C)N1CCC(CC1)N1C(N(C=2C([C@H]1C)=NNC2)CC2=C(C=CC=C2)C(F)(F)F)=O